(S)-N-(2-(imidazo[1,2-a]pyridin-3-yl)propan-2-yl)-1-(2-(2-methylpiperazin-1-yl)thieno[3,2-d]pyrimidin-4-yl)azetidine-3-carboxamide N=1C=C(N2C1C=CC=C2)C(C)(C)NC(=O)C2CN(C2)C=2C1=C(N=C(N2)N2[C@H](CNCC2)C)C=CS1